C1(CC1)N1N=CC(=C1)C1=CC(=C(CN2C(C=3C=CC=NC3C(=C2)C(=O)N[C@@H]2[C@H](CCC2)O)=O)C(=C1)F)F 6-(4-(1-cyclopropyl-1H-pyrazol-4-yl)-2,6-difluorobenzyl)-N-((1S,2S)-2-hydroxycyclopentyl)-5-oxo-5,6-dihydro-1,6-naphthyridine-8-carboxamide